(S)-1-amino-1'-(8-((2-amino-3-chloropyridin-4-yl)thio)-[1,2,4]triazolo[4,3-c]pyrimidin-5-yl)-1,3-dihydrospiro[indene-2,4'-piperidine]-4-nitrile N[C@@H]1C=2C=CC=C(C2CC12CCN(CC2)C2=NC=C(C=1N2C=NN1)SC1=C(C(=NC=C1)N)Cl)C#N